5-(2-chloro-4-methylsulfanyl-phenyl)-N-methyl-1,1-dioxo-4H-thieno[3,2-e][1,2,4]thiadiazin-3-amine ClC1=C(C=CC(=C1)SC)C1=CSC2=C1NC(=NS2(=O)=O)NC